(2S,6R)-6-methyl-4-oxo-piperidine-2-carboxylic acid methyl ester COC(=O)[C@H]1N[C@@H](CC(C1)=O)C